(2S)-2-((S)-2,7-diazaspiro[4.4]non-2-yl)acetamide tert-butyl-4-(4-amino-5-iodo-7H-pyrrolo[2,3-d]pyrimidin-7-yl)butanoate C(C)(C)(C)OC(CCCN1C=C(C2=C1N=CN=C2N)I)=O.C2N(CC[C@@]21CNCC1)CC(=O)N